5-(trifluoromethyl)furan FC(C1=CC=CO1)(F)F